OCCOC1=C(C=NC=C1)C=1C=NN(C1)C=1C=C(C=CC1C)NC(=O)NC1=CC(=CC=C1)C(F)(F)F 1-(3-(4-(4-(2-hydroxyethoxy)pyridin-3-yl)-1H-pyrazol-1-yl)-4-methylphenyl)-3-(3-(trifluoromethyl)phenyl)urea